methyl (S)-3-amino-3-(3-ethoxy-4-methoxyphenyl)propionate hydrochloride Cl.N[C@@H](CC(=O)OC)C1=CC(=C(C=C1)OC)OCC